FC(C=1C(N(C=2C=CC(=NC2C1N1[C@H](CN([C@H](C1)C)CC1=C(C=C(C=C1)OC(F)(F)F)F)C)C#N)C)=O)F |&1:16| 7-(difluoromethyl)-8-((2S,SR)-4-(2-fluoro-4-(trifluoromethoxy)benzyl)-2,5-dimethylpiperazin-1-yl)-5-methyl-6-oxo-5,6-dihydro-1,5-naphthyridine-2-carbonitrile